tert-butyl [4-(hydroxymethyl)pyridin-2-yl](4-methoxybenzyl)carbamate OCC1=CC(=NC=C1)N(C(OC(C)(C)C)=O)CC1=CC=C(C=C1)OC